Racemic-tert-butyl 4-(((3S,4R)-1-(tert-butoxycarbonyl)-4-(4-cyanophenyl) pyrrolidin-3-yl) methyl)-5-cyclopropyl-7-methyl-1H-indole-1-carboxylate C(C)(C)(C)OC(=O)N1C[C@H]([C@@H](C1)C1=CC=C(C=C1)C#N)CC1=C2C=CN(C2=C(C=C1C1CC1)C)C(=O)OC(C)(C)C |r|